O[C@@H]1[C@H](CCC1)N1N=NC(=C1)C(=O)NCC=1SC(=NN1)C1=CC=CC=C1 1-((1S,2S)-2-hydroxycyclopentyl)-N-((5-phenyl-1,3,4-thiadiazol-2-yl)methyl)-1H-1,2,3-triazole-4-carboxamide